C(C)(C)(C)OC(=O)NCC(=O)O[C@H]1CN(C[C@@H]1CC(C)C)C(NC1=C(C(=CC(=C1)F)B1OC(C(O1)(C)C)(C)C)C)=O (3R,4S)-1-((5-Fluoro-2-methyl-3-(4,4,5,5-tetramethyl-1,3,2-dioxaborolan-2-yl)phenyl)carbamoyl)-4-isobutylpyrrolidin-3-yl (tert-butoxycarbonyl)glycinate